BrC1=CC=C2C(=N1)N(C(=C2)C2=NC1=C(N2C)C(=CC(=C1)C(=O)OC)OC)CCCC=C methyl 2-(6-bromo-1-(pent-4-en-1-yl)-1H-pyrrolo[2,3-b]pyridin-2-yl)-7-methoxy-1-methyl-1H-benzo[d]imidazole-5-carboxylate